FC1(C[C@H](CN(C1)C(=O)OC1=CC=C(C=C1)Cl)N1C(CC(CC1)C)=O)F 4-chlorophenyl (3'R)-5',5'-difluoro-4-methyl-2-oxo[1,3'-bipiperidine]-1'-carboxylate